1,2-cyclohexanedithiol C1(C(CCCC1)S)S